FC(C1=NC(=NC=C1)OCC1=C(N=NN1C)C1=CC=C(C(=N1)C)OC1CC2CCC(C2C1)(C(=O)O)F)F 5-((6-(5-(((4-(Difluoromethyl)pyrimidin-2-yl)oxy)methyl)-1-methyl-1H-1,2,3-triazol-4-yl)-2-methylpyridin-3-yl)oxy)-1-fluorooctahydropentalene-1-carboxylic acid